C(=S)(Br)Br thiocarbonyl bromide